N-(7-chloro-6-(1-(oxetan-3-yl)piperidin-4-yl)isoquinolin-3-yl)-3-(difluoromethoxy)cyclobutane-1-carboxamide ClC1=C(C=C2C=C(N=CC2=C1)NC(=O)C1CC(C1)OC(F)F)C1CCN(CC1)C1COC1